BrC=1C=CC(=NC1OC)C(=O)O 5-bromo-6-methoxypyridine-2-carboxylic acid